OC1=CC(=CC2=C1C(C=C(O2)C2=CC(=C(C(=C2)OC)O)OC)=O)O 5,7-dihydroxyl-2-(4-hydroxy-3,5-dimethoxyphenyl)benzopyran-4-one